[3-[(5-chloro-6-piperazin-1-yl-3-pyridyl)oxymethyl]phenyl]methanamine dihydrochloride Cl.Cl.ClC=1C=C(C=NC1N1CCNCC1)OCC=1C=C(C=CC1)CN